NC1=NC=CC=C1C1=CC(=NO1)CC=1C=CC(=NC1)NC1=C(C=CC(=C1)F)F 5-((5-(2-aminopyridin-3-yl)isoxazol-3-yl)methyl)-N-(2,5-difluorophenyl)pyridin-2-amine